3-phenylpropane-1-sulfonamide C1(=CC=CC=C1)CCCS(=O)(=O)N